2,4,6-trihydroxybenzene-1,3,5-tricarbaldehyde OC1=C(C(=C(C(=C1C=O)O)C=O)O)C=O